FC1=C(C(=O)N[C@@H]2CC[C@H](CC2)O)C=C(C(=C1)F)C#N trans-2,4-Difluoro-N-(4-hydroxycyclohexanyl)-5-cyanobenzamide